(4-(bis(4-methoxybenzyl)amino)-2-butoxyimidazo[2,1-f][1,2,4]triazin-7-yl)(6-(4-(dimethylamino)piperidin-1-yl)-5-methylpyridin-3-yl)methanol COC1=CC=C(CN(C2=NC(=NN3C2=NC=C3C(O)C=3C=NC(=C(C3)C)N3CCC(CC3)N(C)C)OCCCC)CC3=CC=C(C=C3)OC)C=C1